10-(4-((4-fluorophenyl)sulfo)phenyl)-3-methoxyphenothiazine FC1=CC=C(C=C1)OS(=O)(=O)C1=CC=C(C=C1)N1C2=CC=CC=C2SC=2C=C(C=CC12)OC